5-bromo-4-methoxy-2-{[2-(trimethylsilyl)ethoxy]Methyl}-2H-indazole-7-carboxylic acid methyl ester COC(=O)C1=CC(=C(C2=CN(N=C12)COCC[Si](C)(C)C)OC)Br